N=1C=NN2C1C1=C(C(=C2)C2=C(C3=C(N2)SC(=C3C)C3CCC(CC3)=O)C(C)C)CCC1 4-(5-(8,9-dihydro-7H-cyclopenta[c][1,2,4]triazolo[1,5-a]pyridin-6-yl)-4-isopropyl-3-methyl-6H-thieno[2,3-b]pyrrol-2-yl)cyclohexan-1-one